CCCCCCCCC#CC(=O)O undecynoic acid